NCCCOC=1C=C2C(=NN(C2=CC1)C1OCCCC1)C=1C=C(C=NC1)CO (5-(5-(3-aminopropoxy)-1-(tetrahydro-2H-pyran-2-yl)-1H-indazol-3-yl)pyridin-3-yl)methanol